tert-butyl (4-((4-oxo-3,4-dihydrophthalazin-1-yl)methyl)phenyl)carbamate O=C1NN=C(C2=CC=CC=C12)CC1=CC=C(C=C1)NC(OC(C)(C)C)=O